N1CCN2C1=CC=CC2=O 2,3-dihydroimidazo[1,2-a]pyridin-5(1H)-one